5-hexenediol C(CCCC=C)(O)O